1λ4-thiomorpholin-1-imine 1-oxide N1CCS(CC1)(=N)=O